OC1C[NH+](CC1)[O-] 3-hydroxypyrrolidine 1-oxide